4-(tert-butoxy)-3-(diethoxyphosphoryl)-2-methyl-4-oxobutanoic acid C(C)(C)(C)OC(C(C(C(=O)O)C)P(=O)(OCC)OCC)=O